C(C)(C)(C)OC(=O)N1C(CNCC1)C=1C=NC(=CC1)NC1=NC=C(C(=N1)C=1C=C2C(C(=NC2=C(C1)F)C)(CC)CC)F (6-((4-(3,3-diethyl-7-fluoro-2-methyl-3H-indol-5-yl)-5-fluoropyrimidin-2-yl)amino)pyridin-3-yl)piperazine-1-carboxylic acid tert-butyl ester